6-(2-(1H-tetrazol-5-yl)phenyl)-N2-benzyl-N4-(3,4-difluorophenyl)-N2-isobutylpyridine-2,4-diamine N1N=NN=C1C1=C(C=CC=C1)C1=CC(=CC(=N1)N(CC(C)C)CC1=CC=CC=C1)NC1=CC(=C(C=C1)F)F